tert-butyl (tert-butoxycarbonyl)(7-(6-chloropyrazin-2-yl)-6-fluoro-[1,2,4]triazolo[1,5-a]pyridin-2-yl)carbamate C(C)(C)(C)OC(=O)N(C(OC(C)(C)C)=O)C1=NN2C(C=C(C(=C2)F)C2=NC(=CN=C2)Cl)=N1